5-chloro-7-(ethylsulfanyl)-2-(4-methoxyphenyl)[1,2,4]triazolo[1,5-c]quinazoline ClC1=NC=2C(=CC=CC2C=2N1N=C(N2)C2=CC=C(C=C2)OC)SCC